4-bromo-6-methyl-7-oxo-6,7-dihydro-5H-furo[2,3-f]isoindole-2-carbonitrile BrC1=C2C(=CC=3C(N(CC13)C)=O)OC(=C2)C#N